FC=1C(=NC=CC1I)N 3-fluoro-4-iodopyridine-2-amine